[N+](=O)(OCCCCCC1=CC(=C2C3C(C(OC2=C1)(C)C)CCC(=C3)C)O)[O-] 5-(1-Hydroxy-6,6,9-trimethyl-6a,7,8,10a-tetrahydrobenzo[c]chromen-3-yl)pentyl nitrate